(phenylmethyloxy)-1-isopropoxyisoquinoline-3-carboxylic acid methyl ester COC(=O)C=1N=C(C2=CC=CC=C2C1OCC1=CC=CC=C1)OC(C)C